C1(CCC1)NC1=NC(=NC=C1C(=O)N)NC1CCC(CC1)O 4-(cyclobutylamino)-2-(((1r,4r)-4-hydroxycyclohexyl)amino)pyrimidine-5-carboxamide